1,2,3,4-tetrahydroquinolin-6-carboxylic acid N1CCCC2=CC(=CC=C12)C(=O)O